FC=1C=C(C=C(C1F)F)C1=C(C=C(C=C1)O)OC 3',4',5'-trifluoro-2-methoxy-[1,1'-biphenyl]-4-ol